tert-butyl (2R,5S)-4-(6,7-dichloro-1-(2-isopropyl-4-(methylthio) pyridin-3-yl)-2-carbonyl-1,2-dihydropyrido[2,3-d]pyrimidin-4-yl)-2,5-dimethylpiperazine-1-carboxylate ClC1=CC2=C(N(C(N=C2N2C[C@H](N(C[C@@H]2C)C(=O)OC(C)(C)C)C)=C=O)C=2C(=NC=CC2SC)C(C)C)N=C1Cl